2-amino-4-(2-methylprop-2-yl)benzene-1-carbaldehyde NC1=C(C=CC(=C1)C(C)(C)C)C=O